C(N)(=N)C=1C=C(SC1)CNC(CNC(CNC(C1=CC=C(C=C1)OC1=CC=CC=C1)=O)=O)=O N-(2-((2-(((4-carbamimidoylthiophen-2-yl)methyl)amino)-2-oxoethyl)amino)-2-oxoethyl)-4-phenoxybenzamide